N-[(4S)-3,4-dihydro-2H-benzopyran-4-yl]-7-methoxy-4-(tetrahydro-2H-pyran-4-yl)-8-(2,3,5-trifluorophenyl)quinoline-3-carboxamide O1CC[C@@H](C2=C1C=CC=C2)NC(=O)C=2C=NC1=C(C(=CC=C1C2C2CCOCC2)OC)C2=C(C(=CC(=C2)F)F)F